Ethylbenzene-d10 [2H]C1=C(C(=C(C(=C1[2H])[2H])C([2H])([2H])C([2H])([2H])[2H])[2H])[2H]